CS(=O)(=O)C1=CC=C(O[C@H](CN2CCC3(CC2)C(NC2=CC=CC=C23)=O)C)C=C1 1'-[(2S)-2-(4-methanesulfonylphenoxy)propyl]-1,2-dihydro-spiro[indole-3,4'-piperidin]-2-one